methyl (E)-4-[methyl-[3-[4-[3-[[4-[(2,2,2-trifluoroacetyl)amino]phenyl]sulfonylamino]-propyl]piperazin-1-yl]propyl]amino]but-2-enoate CN(C/C=C/C(=O)OC)CCCN1CCN(CC1)CCCNS(=O)(=O)C1=CC=C(C=C1)NC(C(F)(F)F)=O